ethyl 2-amino-5-methoxybenzoate NC1=C(C(=O)OCC)C=C(C=C1)OC